2-bromo-9,10-bis(acetyloxy)anthracene BrC1=CC2=C(C3=CC=CC=C3C(=C2C=C1)OC(C)=O)OC(C)=O